ClC(C(Cl)(Cl)Cl)(Cl)Cl 1,1,1,2,2,2-hexachloro-ethane